CN(C=1C=C(C=CC1)CC(=O)O)C 2-(3-(dimethylamino)phenyl)acetic acid